2-{3-[(2R,6S)-2,6-Dimethylmorpholin-4-carbonyl]-5,6-dihydrocyclopenta[c]pyrazol-1(4H)-yl}-1-{4-[2-fluoro-3-(trifluoromethyl)phenyl]piperidin-1-yl}ethan-1-on C[C@@H]1CN(C[C@@H](O1)C)C(=O)C=1C2=C(N(N1)CC(=O)N1CCC(CC1)C1=C(C(=CC=C1)C(F)(F)F)F)CCC2